(5-ethoxy-4-(((3R,6S)-6-(hydroxymethyl)tetrahydro-2H-pyran-3-yl)amino)-1H-pyrrolo[2,3-b]pyridin-3-yl)(2-methyl-4-phenoxyphenyl)methanone C(C)OC=1C(=C2C(=NC1)NC=C2C(=O)C2=C(C=C(C=C2)OC2=CC=CC=C2)C)N[C@H]2CO[C@@H](CC2)CO